2-(1-bromoethyl)-5-chloro-3-(2-(tetrahydrofuran-2-yl)ethyl)quinazolin-4(3H)-one BrC(C)C1=NC2=CC=CC(=C2C(N1CCC1OCCC1)=O)Cl